2-((1-ethylcyclopentyl)oxycarbonyl)ethyltrimethoxysilane C(C)C1(CCCC1)OC(=O)CC[Si](OC)(OC)OC